chromonic amide O1C(=CC(C2=CC=CC=C12)=O)C(=O)N